2-[2-(7-methoxy-2,3,4,5-tetrahydro-1H-3-benzazepin-3-yl)-2-oxoethyl]-2,3-dihydro-1H-isoindol-1-one COC1=CC2=C(CCN(CC2)C(CN2C(C3=CC=CC=C3C2)=O)=O)C=C1